CN(S(=O)(=O)C1=C(C=CC=C1)NC=1C2=C(N=C(N1)NC=1C=NN(C1)C1CCN(CC1)C)SC=C2C)C N,N-dimethyl-2-((5-methyl-2-((1-(1-methylpiperidin-4-yl)-1H-pyrazol-4-yl)amino)thieno[2,3-d]pyrimidin-4-yl)amino)benzenesulfonamide